8-(2-((tert-butyldimethylsilyl)oxy)cyclopentyl)-2-(methylsulfinyl)-7-oxo-7,8-dihydropyrido[2,3-d]pyrimidine-6-carbonitrile [Si](C)(C)(C(C)(C)C)OC1C(CCC1)N1C(C(=CC2=C1N=C(N=C2)S(=O)C)C#N)=O